O1C(=CC=C1)C1=CC=C(S1)CN1CCN(CC1)CC=1C=C2CN(C(C2=CC1)=O)C1C(NC(CC1)=O)=O 3-(5-((4-((5-(furan-2-yl)thiophen-2-yl)methyl)piperazin-1-yl)methyl)-1-oxoisoindoline-2-yl)piperidine-2,6-dione